C(=O)(OC(C)(C)C)NC(C(=O)O)C 2-((boc)amino)propanoic acid